Dihydrofolat C(CC[C@@H](C(=O)O)NC(=O)C1=CC=C(NCC=2CNC=3N=C(N)NC(=O)C3N2)C=C1)(=O)[O-]